N-(2,2-difluoroethyl)-6-(2-((2-fluoro-2-methylpropyl)amino)-7H-pyrrolo[2,3-d]pyrimidin-5-yl)imidazo[1,2-a]pyridine-3-carboxamide FC(CNC(=O)C1=CN=C2N1C=C(C=C2)C2=CNC=1N=C(N=CC12)NCC(C)(C)F)F